The molecule is a tetrasaccharide consisting of four 3-deoxy-D-manno-oct-2-ulose residues in a linear sequence, joined via alpha-linkages. It has a role as an epitope. C1[C@H]([C@H]([C@H](O[C@]1(C(=O)O)O[C@@H]2C[C@@](O[C@@H]([C@@H]2O)[C@@H](CO)O)(C(=O)O)OC[C@H]([C@@H]3[C@@H]([C@@H](C[C@@](O3)(C(=O)O)O[C@@H]4C[C@@](O[C@@H]([C@@H]4O)[C@@H](CO)O)(C(=O)O)O)O)O)O)[C@@H](CO)O)O)O